4'-phenoxy-acetophenone O(C1=CC=CC=C1)C1=CC=C(C=C1)C(C)=O